C(C)(C)(C)OC(=O)NC1(CC(C1)=O)C(=O)OCC ethyl 1-[(tert-butoxycarbonyl) amino]-3-oxocyclobutane-1-carboxylate